3-(5-cyclopropoxypyridin-2-yl)-N-(3-methoxypyridin-2-yl)-1,2,4-thiadiazol-5-amine C1(CC1)OC=1C=CC(=NC1)C1=NSC(=N1)NC1=NC=CC=C1OC